C=C=S thioketen